FC(=C(C1=CC=C(C=C1)F)O[Si](C)(C)C)F ((2,2-difluoro-1-(4-fluorophenyl)vinyl)oxy)trimethylsilane